8-cyclopentyl-7-oxo-2-(piperidin-4-ylamino)-7,8-dihydropyrido[2,3-d]pyrimidine-6-carbonitrile C1(CCCC1)N1C(C(=CC2=C1N=C(N=C2)NC2CCNCC2)C#N)=O